N[C@@H]1CN(CCC1)C1=CC=C2N=C(C(=NC2=C1)C1=CC=C(C#N)C=C1)C1=CC=C(C=C1)F (S)-4-(7-(3-aminopiperidin-1-yl)-3-(4-fluorophenyl)quinoxalin-2-yl)benzonitrile